OC(COC[C@@H]1N(COC1=O)C(=O)OCC1C2=CC=CC=C2C=2C=CC=CC12)(C)C (9H-fluoren-9-yl)methyl (S)-4-((2-hydroxy-2-methylpropoxy)methyl)-5-oxooxazolidine-3-carboxylate